(3aS,7aR)-7a-fluoro-octahydro-1H-pyrrolo[3,4-c]pyridin-1-one F[C@@]12[C@@H](CNCC1)CNC2=O